methyl-5-nitrobenzene-1,4-diamine CC1=C(C=C(C(=C1)N)[N+](=O)[O-])N